5-(11,12-dibromo-11,12-dihydrodibenzo[b,f]azocin-5(6H)-yl)-5-oxopentyl-trifluoroacetamide BrC1C(C2=C(N(CC3=C1C=CC=C3)C(CCCCNC(C(F)(F)F)=O)=O)C=CC=C2)Br